3-methyl-3-phenyloxirane-2-carbaldehyde CC1(C(O1)C=O)C1=CC=CC=C1